ClC=1C(=C(C=CC1)NC1=NC=NC2=CC(=C(C=C12)[N+](=O)[O-])C#C[C@]1(CNCCC1)C)F (S)-N-(3-chloro-2-fluorophenyl)-7-((3-methylpiperidin-3-yl)ethynyl)-6-nitroquinazolin-4-amine